P(=O)(O)(O)N[C@@H](CC(=O)[O-])C(=O)[O-].[Na+].C[S+](C1=CC=C(C=C1)OC(C)=O)C dimethyl-p-acetoxyphenyl-sulfonium sodium phosphono-aspartate